N[C@@H]1C[C@@H]2CC[C@H]1N2C(=O)OC(C)(C)C |o1:1,3,6| tert-Butyl (1S,3R,4R)-rel-3-amino-7-azabicyclo[2.2.1]heptane-7-carboxylate